4-(3,8-diazabicyclo[3.2.1]octan-3-yl)-6-(6-methoxypyridazin-4-yl)pyrrolo[1,2-b]pyridazine hydrochloride Cl.C12CN(CC(CC1)N2)C=2C=1N(N=CC2)C=C(C1)C1=CN=NC(=C1)OC